(Z)-((2-aminothiazol-4-yl)-2-(((1-(tert-butoxy)-2-methyl-1-oxopropan-2-yl)oxy)imino)acetamido)-7-oxo-4-thia-1-azabicyclo[3.2.0]heptane-3-carboxylate NC=1SC=C(N1)/C(/C(=O)NC1N2C(CC2SC1C(=O)[O-])=O)=N/OC(C(=O)OC(C)(C)C)(C)C